C1(=CC=CC=C1)C1=NC(=NC(=N1)C1=CC=CC=C1)C1=CC=C(C=C1)C1=CC=C(C2=CC=CC=C12)C1=CC=C(C=C1)C1=CC=C(C=C1)C#N 4'-(4-(4-(4,6-diphenyl-1,3,5-triazin-2-yl)phenyl)-naphthalen-1-yl)-[1,1'-biphenyl]-4-carbonitrile